racemic-(±)-2-endo-amino-3-exo-isopropylbicyclo[2.2.1]heptane NC1C2CCC(C1C(C)C)C2